5,5-dimethyl-1-((2-((1-(methylsulfonyl)pyrrolidin-3-yl)amino)pyridin-4-yl)methyl)-3-(4-((trifluoromethyl)sulfonyl)phenyl)imidazolidine-2,4-dione CC1(C(N(C(N1CC1=CC(=NC=C1)NC1CN(CC1)S(=O)(=O)C)=O)C1=CC=C(C=C1)S(=O)(=O)C(F)(F)F)=O)C